N-(4-amino-1,3-dihydro-furo[3,4-c]pyridin-7-yl)-2-(5-methyl-2-(2-((S)-3-methylmorpholino)benzo[d]thiazol-5-yl)piperidin-1-yl)-2-oxoacetamide NC1=NC=C(C2=C1COC2)NC(C(=O)N2C(CCC(C2)C)C=2C=CC1=C(N=C(S1)N1[C@H](COCC1)C)C2)=O